FC1=C(C=CC(=C1)S(=O)(=O)C)NC(=O)C=1C=2C[C@@H]3[C@H](C2N(N1)C1=C(C=C(C=C1)F)F)C3 (1aR,5aR)-2-(2,4-Difluoro-phenyl)-1a,2,5,5a-tetrahydro-1H-2,3-diaza-cyclopropa[a]pentalene-4-carboxylic acid (2-fluoro-4-methanesulfonyl-phenyl)-amide